BrC=1CNCCC1C(=O)OC methyl 3-bromo-1,2,5,6-tetrahydropyridine-4-carboxylate